[Br-].C(C)OCCN1CC=C(C=C1)C=C (1-(2-ethoxyethyl)-4-vinylpyridine) bromide